S(=O)(=O)(O)[O-].C[N+]1=CC=CC=C1 N-methylpyridinium hydrogensulfate